NCC(=O)NCC(=O)NCCNC(CN=[N+]=[N-])=O 2-amino-N-(2-((2-(2-azidoacetamido)ethyl)amino)-2-oxoethyl)acetamide